dimethyl (S)-2-((6-bromo-4-((3-(trifluoromethyl)phenyl)sulfonyl)-3,4-dihydro-2H-benzo[b][1,4]oxazin-2-yl)methyl)-2-(hydroxymethyl)malonate BrC1=CC2=C(O[C@H](CN2S(=O)(=O)C2=CC(=CC=C2)C(F)(F)F)CC(C(=O)OC)(C(=O)OC)CO)C=C1